tert-butyl (4-((2,5-dimethyl-4-(4-(trifluoromethyl)piperidin-1-yl)phenyl)amino)cyclohexyl)carbamate CC1=C(C=C(C(=C1)N1CCC(CC1)C(F)(F)F)C)NC1CCC(CC1)NC(OC(C)(C)C)=O